but-2-ynoic acid tert-butyl ester C(C)(C)(C)OC(C#CC)=O